[4-[1-[2-(aminomethyl)-3,3-difluoro-allyl]-5-oxo-1,2,4-triazol-4-yl]-2-fluoro-phenyl]-8-methyl-3,4-dihydro-1H-quinolin-2-one trifluoroacetate FC(C(=O)O)(F)F.NCC(CN1N=CN(C1=O)C1=CC(=C(C=C1)N1C(CCC2=CC=CC(=C12)C)=O)F)=C(F)F